N-(3-(bromomethyl)phenyl)acetamide BrCC=1C=C(C=CC1)NC(C)=O